5-[[5-fluoro-6-[(2-guanidinoacetyl)amino]-3-pyridyl]sulfonylamino]thiazole-4-carboxylic acid FC=1C=C(C=NC1NC(CNC(=N)N)=O)S(=O)(=O)NC1=C(N=CS1)C(=O)O